ClC=1C=C(C(=NC1)N1CC(N(C2(CC(C2)C(=O)Cl)C1=O)CC1=CC=C(C=C1)C(F)F)=O)F 8-(5-chloro-3-fluoropyridin-2-yl)-5-(4-(difluoromethyl)benzyl)-6,9-dioxo-5,8-diazaspiro[3.5]nonane-2-carbonyl chloride